ClC1=NN(C=C1C1=CC=CC=C1)C1=NC(=C2N=CN(C2=N1)CC)N1CCOCC1 4-(2-(3-chloro-4-phenyl-1H-pyrazol-1-yl)-9-ethyl-9H-purin-6-yl)morpholine